C(#N)C1=CN=C(N1)C(=O)NC=1C(=NC(=CC1)N1CC2COCC(C1)N2)C2=CCC(CC2)(C)C 5-Cyano-N-[2-(4,4-dimethylcyclohexen-1-yl)-6-(3-oxa-7,9-diazabicyclo[3.3.1]nonan-7-yl)-3-pyridyl]-1H-imidazole-2-carboxamide